ClC1=C(C=C(C=C1)CN1COC2=C(C1=O)C=C(C=C2)OC2=CC(=NC=C2)C=2C=NN(C2)C)F 3-[(4-chloro-3-fluoro-phenyl)methyl]-6-{[2-(1-methylpyrazol-4-yl)-4-pyridyl]oxy}-2H-1,3-benzoxazin-4-one